9-(cyclohexylmethyl)-1-((4-(dimethylamino)phenyl)sulfonyl)-5-((4-phenylpiperidin-1-yl)sulfonyl)-1,5,9-triazacyclododecan-3-one C1(CCCCC1)CN1CCCN(CC(CN(CCC1)S(=O)(=O)C1=CC=C(C=C1)N(C)C)=O)S(=O)(=O)N1CCC(CC1)C1=CC=CC=C1